2-(2'-ethylpropyl)benzimidazole C(C)C(CC=1NC2=C(N1)C=CC=C2)C